tert-butyl (R)-2-(2-fluoro-6-(3-fluoropiperidin-1-yl) pyridin-3-yl)-4-oxo-6,7-dihydrothiazolo[5,4-c]pyridine-5(4H)-carboxylate FC1=NC(=CC=C1C=1SC=2C(N(CCC2N1)C(=O)OC(C)(C)C)=O)N1C[C@@H](CCC1)F